4-(7-(N-(1-cyanocyclopropyl)sulfamoyl)-9-(5-(difluoromethyl)-1,3,4-thiadiazol-2-yl)-9H-pyrimido[4,5-b]indol-4-yl)-N-(2-hydroxy-propyl)-N-methylpiperidine-1-carboxamide C(#N)C1(CC1)NS(=O)(=O)C1=CC=C2C3=C(N(C2=C1)C=1SC(=NN1)C(F)F)N=CN=C3C3CCN(CC3)C(=O)N(C)CC(C)O